FC1=NC=CC(=C1)C=1SC=C(N1)C(=O)NC1=CC2=CN(N=C2C=C1C1=CSC=C1)CCC(C)(C)O 2-(2-fluoropyridin-4-yl)-N-(2-(3-hydroxy-3-methylbutyl)-6-(thiophene-3-yl)-2H-indazol-5-yl)thiazole-4-carboxamide